C(C)(C)(C)C1OC(NC2=C1C=CC=C2)=O 4-(tert-butyl)-1,4-dihydro-2H-3,1-benzoxazin-2-one